FC=1C=C2C(=CNC2=CC1)CCNC1CC1 N-(2-(5-fluoro-1H-indol-3-yl)ethyl)cyclopropylamine